FC=1C(=NC(=NC1)NC1=CC=C(C=N1)CN1CC(CC1)C(=O)N(C)C)C1=CC2=C(N(C(=N2)C)C(C)C)S1 1-[[6-[[5-Fluoro-4-(2-methyl-3-propan-2-ylthieno[2,3-d]imidazol-5-yl)pyrimidin-2-yl]amino]pyridin-3-yl]methyl]-N,N-dimethylpyrrolidine-3-carboxamide